4'-[(1-{[3-methyl-4-(trifluoromethyl)phenyl]carbamoyl}-D-prolyl)amino][1,1'-biphenyl]-4-carboxylic acid CC=1C=C(C=CC1C(F)(F)F)NC(=O)N1[C@H](CCC1)C(=O)NC1=CC=C(C=C1)C1=CC=C(C=C1)C(=O)O